ClC=1C=C2C=CN=CC2=CC1 6-Chloroisoquinoline